2-({5-[(2-fluorophenyl)methoxy]-2-methylpyrazolo[1,5-a]pyridin-3-yl}formamido)-2-methylpropanamide FC1=C(C=CC=C1)COC1=CC=2N(C=C1)N=C(C2C(=O)NC(C(=O)N)(C)C)C